ClC=1C=C(C=CC1)C1C(C(C1)=NO)CO 3-(3-chlorophenyl)-2-(hydroxymethyl)cyclobutanone oxime